(S)-4,6-dimethylpiperazin-2-one CN1CC(N[C@H](C1)C)=O